(3,3-dimethylmorpholin-4-yl)methanone CC1(N(CCOC1)C=O)C